6-methoxy-4-(4-((S-methylsulfonimidoyl)methyl)phenyl)quinoline-3-carbonitrile COC=1C=C2C(=C(C=NC2=CC1)C#N)C1=CC=C(C=C1)CS(=O)(=N)C